CN(C=CC(=O)C=1C=C(C=CC1)N(C(C)=O)CC)C N-[3-[3-(dimethylamino)-1-oxo-2-propenyl]phenyl]-N-ethylacetamide